7-(1-(7-((2-(2,6-dioxopiperidin-3-yl)-1-oxoisoindoline-4-yl)thio)heptyl)piperidine-4-yl)-2-(4-phenoxyphenyl)-4,5,6,7-tetrahydropyrazolo[1,5-a]pyrimidine-3-carboxamide O=C1NC(CCC1N1C(C2=CC=CC(=C2C1)SCCCCCCCN1CCC(CC1)C1CCNC=2N1N=C(C2C(=O)N)C2=CC=C(C=C2)OC2=CC=CC=C2)=O)=O